ClC1=CC=2C=3C=CC(=CC3N(C(N(C2N=C1)CC)=O)C1=C(C=C(C=C1F)NCCNCCNC(=O)NC)F)C#N 1-[2-({2-[(4-{4-chloro-13-cyano-8-ethyl-9-oxo-6,8,10-triazatricyclo[9.4.0.02,7]pentadeca-1(11),2(7),3,5,12,14-hexaen-10-yl}-3,5-difluorophenyl)amino]ethyl}amino)ethyl]-3-methylurea